(E)-3-(3-Fluorophenyl)-1-(2,4,6-trihydroxyphenyl)prop-2-en-1-one FC=1C=C(C=CC1)/C=C/C(=O)C1=C(C=C(C=C1O)O)O